FC(C1=NN=C(S1)C1=NC=C2N1C=C(C=C2N2CC(NCC2)C(F)(F)F)S(=O)(=O)NC2(CC2)C)F 3-(5-(difluoromethyl)-1,3,4-thiadiazol-2-yl)-N-(1-methylcyclopropyl)-8-(3-(trifluoromethyl)piperazin-1-yl)imidazo[1,5-a]pyridine-6-sulfonamide